ClC1=CC=C(C=C1)C=1CC2(CCC2)CCC1CN1CCN(CC1)C(=O)C=1C=C2C(N(C(C2=CC1)=O)C1C(NC(CC1)=O)=O)=O 5-(4-((6-(4-chlorophenyl)spiro[3.5]non-6-en-7-yl)methyl)piperazine-1-carbonyl)-2-(2,6-dioxopiperidin-3-yl)isoindoline-1,3-dione